C(N)(OC1CNCC1)=O pyrrolidin-3-yl carbamate